C(=C)C1=CC=C(CC(CC=2N=NNN2)CCCCCCCC=2N=NNN2)C=C1 2-(4-vinylbenzyl)-5,5'-nonamethylenebis(2H-tetrazole)